C1(CC1)C1=CC=C(C=C1)SC1=CC=C(C(=O)NC2=CC(=C(C=C2)O)S(=O)(=O)C)C=C1 4-((4-Cyclopropylphenyl)thio)-N-(4-hydroxy-3-(methylsulfonyl)phenyl)benzamide